N-[(5-Chlorothiophen-2-yl)methyl]-1-(2,4-dimethoxybenzoyl)-3-(pyrrolidin-2-yl)-1H-pyrazol-5-amin ClC1=CC=C(S1)CNC1=CC(=NN1C(C1=C(C=C(C=C1)OC)OC)=O)C1NCCC1